rac-tert-butyl ((3R,4S)-3-fluoropiperidin-4-yl)carbamate F[C@@H]1CNCC[C@@H]1NC(OC(C)(C)C)=O |r|